Himachalene CC1=C[C@H]2C(=C(CCCC2(C)C)C)CC1